CC=1C=C(C=C(C1)C)N1CC2=CC(=CC=C2CC1)C(C(=O)O)C (2-(3,5-dimethylphenyl)-1,2,3,4-tetrahydroisoquinolin-7-yl)propionic acid